O[C@@H]1C[C@H](N(C1)C([C@H](C(C)C)N1N=NC(=C1)C=1C=NC=CC1)=O)C(=O)NC (2S,4R)-4-hydroxy-N-methyl-1-((S)-3-methyl-2-(4-(pyridin-3-yl)-1H-1,2,3-triazol-1-yl)butanoyl)pyrrolidine-2-carboxamide